3-chloro-1-Naphthylamine ClC=1C=C(C2=CC=CC=C2C1)N